ClC=1N=C(NC1[C@H]1[C@H](CN(CC1)S(=O)(=O)CCC(=O)N1CCOCC1)C)C1=NC=C(C=C1)F 3-[[(3R,4R)-4-[4-Chloro-2-(5-fluoro-2-pyridyl)-1H-imidazol-5-yl]-3-methyl-1-piperidyl]sulfonyl]-1-morpholino-propan-1-one